Cl.Cl.ClC1=C(C=CC=C1C1=NN2C(C(N(C(=C2)C)C[C@@H]2NCCC2)=O)=C1)C1=C(C(=CC=C1)C1=NN2C(C(N(C(=C2)C)C[C@@H]2NCCC2)=O)=C1)Cl 2,2'-(2,2'-dichloro-[1,1'-biphenyl]-3,3'-diyl)bis(6-methyl-5-(((R)-pyrrolidin-2-yl)methyl)pyrazolo[1,5-a]pyrazin-4(5H)-one) dihydrochloride